1-[2-[2-Methoxy-6-methyl-4-(trifluoromethyl)phenyl]-1-methyl-imidazo[4,5-b]pyrazin-5-yl]-3-methyl-azetidin-3-ol COC1=C(C(=CC(=C1)C(F)(F)F)C)C1=NC=2C(=NC=C(N2)N2CC(C2)(O)C)N1C